ClC1=NC(=C2NC=NC2=N1)N1CCOCC1 4-(2-chloro-7H-purin-6-yl)morpholine